C[Si](OC(CCCCCNCCCCO)OCCCCCCCC)(CCCCCCCC)C 4-((6-((dimethyl(octyl)silyl)oxy)-6-(octyloxy)hexyl)amino)butan-1-ol